1,3-dihydroxy-2-phenyl-4-bromoimidazole ON1C(N(C(=C1)Br)O)C1=CC=CC=C1